C(C)OC(COC1=C(C=CC=C1)C(C)=O)=O 2-(2-Acetylphenoxy)acetic acid ethyl ester